2,4-dichlorobenzenesulfonyl chloride ClC1=C(C=CC(=C1)Cl)S(=O)(=O)Cl